[5-(4-chloro-2-fluoro-phenyl)-2-pyridinyl]azetidine-1-carboxylic acid tert-butyl ester C(C)(C)(C)OC(=O)N1C(CC1)C1=NC=C(C=C1)C1=C(C=C(C=C1)Cl)F